(4-(4-methylthiazol-5-yl)phenyl)methylamine hydrogen chloride Cl.CC=1N=CSC1C1=CC=C(C=C1)CN